ethyl 2-(2-((5-(2-cyano-3-fluoropyridin-4-yl)-2-methylbenzofuran-3-yl)methoxy)-4-methoxyphenyl)acetate C(#N)C1=NC=CC(=C1F)C=1C=CC2=C(C(=C(O2)C)COC2=C(C=CC(=C2)OC)CC(=O)OCC)C1